C1(CC1)C1=NC=CC(=C1)C1=NOC(=N1)CN [3-(2-cyclopropyl-4-pyridyl)-1,2,4-oxadiazol-5-yl]methylamine